3-[(1-{[(3R,4R)-1-(3-tert-butylbenzoyl)-3-phenylpiperidin-4-yl]carbonyl}-4-hydroxypiperidin-4-yl)methyl]-7-methyl-3,7-dihydro-4H-pyrrolo[2,3-d]pyrimidin-4-one C(C)(C)(C)C=1C=C(C(=O)N2C[C@H]([C@@H](CC2)C(=O)N2CCC(CC2)(O)CN2C=NC3=C(C2=O)C=CN3C)C3=CC=CC=C3)C=CC1